(S)-2-((2-((2,2'-dichloro-3'-((2-isopropylpyrido[3,2-d]pyrimidin-4-yl)amino)-[1,1'-biphenyl]-3-yl)carbamoyl)-4,5,6,7-tetrahydropyrazolo[1,5-a]pyridin-4-yl)amino)-2-methylpropanoic acid ClC1=C(C=CC=C1NC(=O)C1=NN2C([C@H](CCC2)NC(C(=O)O)(C)C)=C1)C1=C(C(=CC=C1)NC=1C2=C(N=C(N1)C(C)C)C=CC=N2)Cl